N-phenyl-3-(pyridin-3-yl)aniline C1(=CC=CC=C1)NC1=CC(=CC=C1)C=1C=NC=CC1